3-(4-(4-(6-chloro-3-((1-(3-ethyl-4,7-dimethyl-5-oxo-4,5-dihydro-3H-pyrazolo[3,4-c]isoquinolin-9-yl)ethyl)amino)pyridin-2-yl)-1H-pyrazol-1-yl)piperidin-1-yl)propanenitrile ClC1=CC=C(C(=N1)C=1C=NN(C1)C1CCN(CC1)CCC#N)NC(C)C=1C=2C3=C(N(C(C2C=C(C1)C)=O)C)N(N=C3)CC